1,3-Dioxepane O1COCCCC1